5-[4-fluoro-2-(2,2,2-trifluoroethoxy)phenyl]-7-methyl-N-[4-(morpholin-4-yl)phenyl]-4-oxo-4,5-dihydropyrazolo[1,5-a]pyrazine-3-carboxamide FC1=CC(=C(C=C1)N1C(C=2N(C(=C1)C)N=CC2C(=O)NC2=CC=C(C=C2)N2CCOCC2)=O)OCC(F)(F)F